N-(3-chlorophenyl)-3-((4-ethoxyphenyl)sulfonamido)benzamide ClC=1C=C(C=CC1)NC(C1=CC(=CC=C1)NS(=O)(=O)C1=CC=C(C=C1)OCC)=O